methyl 1-(4-bromo-5-(isopropylsulfanyl) thiazol-2-yl)-3-methyl-1H-pyrazole-5-carboxylate BrC=1N=C(SC1SC(C)C)N1N=C(C=C1C(=O)OC)C